4-tert-butyl-2,2-bipyridine C(C)(C)(C)C1=CC(=NC=C1)C1=NC=CC=C1